3-Chloro-4-(trifluoromethyl)phenyl 2,4,6-tri-O-acetyl-3-azido-3-deoxy-1-thio-α-D-galactopyranoside C(C)(=O)O[C@H]1[C@@H](SC2=CC(=C(C=C2)C(F)(F)F)Cl)O[C@@H]([C@@H]([C@@H]1N=[N+]=[N-])OC(C)=O)COC(C)=O